COC1=C(NC2=NSC3=C2C=CC=C3)C=CC=C1C1=CC3=C(OCCO3)C=C1 3-(2-methoxy-3-(1,4-benzodioxane-6-yl)anilino)benzisothiazole